methylsulfonylthiophenol CS(=O)(=O)C1=C(C=CC=C1)S